BrC=1C(=NC(=CC1)Br)CC 3,6-dibromo-2-ethylpyridine